[Cl-].C(C)[P+](C1=CC=CC=C1)(C1=CC=CC=C1)C1=CC=CC=C1 ETHYLTRIPHENYL-PHOSPHONIUM CHLORIDE